COC=1C=C2CN(C=3C4=C(C=CC3C2=CC1OC)C=C1C(=C4)OCO1)CCCN1CCOCC1 2,3-Dimethoxy-12-(3-morpholinopropyl)-12,13-dihydro-[1,3]dioxolo[4',5':4,5]benzo[1,2-c]phenanthridine